FC1=C(C=CC(=C1F)F)C1=CC=NO1 5-(2,3,4-trifluoro-phenyl)-isoxazole